(R)-N-(2-(4-cyanothiazolidin-3-yl)-2-oxoethyl)-6-(6,6-dimethyl-2-oxo-1,3-oxazinan-3-yl)quinoline-4-carboxamide C(#N)[C@H]1N(CSC1)C(CNC(=O)C1=CC=NC2=CC=C(C=C12)N1C(OC(CC1)(C)C)=O)=O